N-((CIS)-1-(4-(5-methyl-1,3,4-oxadiazol-2-yl)phenyl)-2-((((CIS)-4-phenylcyclohexyl)oxy)-methyl)pyrrolidin-3-yl)methanesulfonamide CC1=NN=C(O1)C1=CC=C(C=C1)N1[C@H]([C@H](CC1)NS(=O)(=O)C)CO[C@@H]1CC[C@@H](CC1)C1=CC=CC=C1